7-fluoro-4-(4-fluorophenyl)-3-isopropyl-quinoline-6-carbaldehyde FC1=C(C=C2C(=C(C=NC2=C1)C(C)C)C1=CC=C(C=C1)F)C=O